methoxycarbonyl-methyl cinnamate C(C=CC1=CC=CC=C1)(=O)OCC(=O)OC